methyl 3-(1,4-dimethyl-1H-benzo[d][1,2,3]triazol-5-yl)-3-(3-(((R)-4-ethyl-3,4-dihydronaphtho[1,2-f][1,4]oxazepin-2(1H)-yl)methyl)-4-methylphenyl)-2,2-dimethylpropanoate CN1N=NC2=C1C=CC(=C2C)C(C(C(=O)OC)(C)C)C2=CC(=C(C=C2)C)CN2C[C@H](OC1=C(C2)C2=CC=CC=C2C=C1)CC